3-(5-(difluoromethyl)-1,3,4-thiadiazol-2-yl)-8-((3S,5S)-3,5-dimethylpiperazin-1-yl)-N-(2-ethyl-1-methylcyclopropyl)imidazo[1,5-a]pyridine-6-sulfonamide FC(C1=NN=C(S1)C1=NC=C2N1C=C(C=C2N2C[C@@H](N[C@H](C2)C)C)S(=O)(=O)NC2(C(C2)CC)C)F